(Z)-3,3,4,4,5,5-hexafluorocyclopent-1-ene FC1(C=CC(C1(F)F)(F)F)F